C1(CC1)C=1C(=NC=CC1)NC1=NC(=NS1)C1=NC=C(C=C1)OC(C)C N-(3-cyclopropyl-pyridin-2-yl)-3-(5-isopropoxy-pyridin-2-yl)-1,2,4-thiadiazol-5-amine